OC[C@@H](CC(C)C)NC1=NC(=NC(=N1)C[C@@H](C)C=1C=NC(=CC1)OC)NS(=O)(=O)C N-(4-(((R)-1-Hydroxy-4-methylpentan-2-yl)amino)-6-((R)-2-(6-methoxypyridin-3-yl)propyl)-1,3,5-triazin-2-yl)methanesulfonamide